CC(C#N)=CC=CC1=CC=CC=C1 α-methyl-Styrene-acrylonitrile